4-((2-(3-(dimethylamino)phenoxy)ethoxy)methyl)-N,N-bis(3-(2-methoxyethoxy)benzyl)thiazol-2-amine CN(C=1C=C(OCCOCC=2N=C(SC2)N(CC2=CC(=CC=C2)OCCOC)CC2=CC(=CC=C2)OCCOC)C=CC1)C